FC(OC1=CC(=NN1)NC1=CN=C2C(=N1)N(C=C2)C[C@H](C(=O)OC)C)F methyl (R)-3-(3-((5-(difluoromethoxy)-1H-pyrazol-3-yl)amino)-5H-pyrrolo[2,3-b]pyrazin-5-yl)-2-methylpropanoate